3-(5-((tert-butyldimethylsilyl)oxy)-3-methyl-2-oxo-2,3-dihydro-1H-benzoimidazol-1-yl)-1-(4-methoxybenzyl)piperidine-2,6-dione [Si](C)(C)(C(C)(C)C)OC1=CC2=C(N(C(N2C)=O)C2C(N(C(CC2)=O)CC2=CC=C(C=C2)OC)=O)C=C1